C(=CC)N1CCN(CC1)C1=C(C(N(C2=NC(=C(C=C12)Cl)C1=C(C(=C(C(=C1F)F)F)F)N)C=1C(=NC=CC1C)C(C)C)=O)C#N 4-(4-propenylpiperazin-1-yl)-7-(2-amino-3,4,5,6-tetrafluorophenyl)-6-chloro-1-(2-isopropyl-4-methylpyridin-3-yl)-2-oxo-1,2-dihydro-1,8-naphthyridine-3-carbonitrile